COC1=NCCN([C@@H]1C)C(C1=CC=CC=C1)(C1=CC=CC=C1)C1=CC=CC=C1 (R)-5-methoxy-6-methyl-1-trityl-1,2,3,6-tetrahydropyrazine